tert-Butyl 4-[(6-aminothieno[3,2-b]pyridin-7-yl)amino]-3-fluoropiperidine-1-carboxylate NC=1C(=C2C(=NC1)C=CS2)NC2C(CN(CC2)C(=O)OC(C)(C)C)F